CN1C=C(C=C(C1=O)C)C=1NC2=CC=C(C=C2C1C(C)C)C1CCN(CC1)CC(=O)NC 2-(4-(2-(1,5-dimethyl-6-oxo-1,6-dihydropyridin-3-yl)-3-isopropyl-1H-indol-5-yl)piperidin-1-yl)-N-methylacetamide